2-deoxy-2-trichloroacetamido-D-mannopyranose ClC(C(=O)N[C@@H]1C(O)O[C@@H]([C@H]([C@@H]1O)O)CO)(Cl)Cl